7-(cyclopropylmethoxy)-N-(1-(difluoromethyl)-1H-pyrazol-3-yl)-2-(1-methyl-2-oxabicyclo[2.1.1]hex-4-yl)imidazo[1,2-a]pyrimidine-6-carboxamide C1(CC1)COC1=NC=2N(C=C1C(=O)NC1=NN(C=C1)C(F)F)C=C(N2)C21COC(C2)(C1)C